((2-Oxo-2-((6-(6-(pyridin-2-yl)-1,2,4,5-tetrazin-3-yl)pyridin-3-yl)amino)ethyl)azanediyl)diacetic acid O=C(CN(CC(=O)O)CC(=O)O)NC=1C=NC(=CC1)C=1N=NC(=NN1)C1=NC=CC=C1